CC1(CN(C=2C1=NC(=CC2)N2C=NC(=C2)C)C2=NC(=NC=C2)NC2=C(C=C(C(=C2)[N+](=O)[O-])N(C)CCN(C)C)OC)C N1-(4-(3,3-dimethyl-5-(4-methyl-1H-imidazole-1-yl)-2,3-dihydro-1H-pyrrolo[3,2-b]pyridin-1-yl)pyrimidin-2-yl)-N4-(2-(dimethylamino)ethyl)-2-methoxy-N4-methyl-5-nitrobenzene-1,4-diamine